N6-palmitoyl-L-lysyl-L-glutamic acid C(CCCCCCCCCCCCCCC)(=O)NCCCC[C@H](N)C(=O)N[C@@H](CCC(=O)O)C(=O)O